COC(=O)C1=CN(C(C=C1NC(C)=O)=O)C1(CC1)C(F)F 4-acetylamino-1-(1-(difluoromethyl)cyclopropyl)-6-oxo-1,6-dihydropyridine-3-carboxylic acid methyl ester